FC(C)(F)C1=NC(=CC(=N1)NC1=C(C=NC(=C1)NC(C)=O)C1=NC(=CC=C1)OC(F)F)C N-(4'-((2-(1,1-difluoroethyl)-6-methylpyrimidin-4-yl)amino)-6-(difluoromethoxy)-[2,3'-bipyridin]-6'-yl)acetamide